CC=1C=C(C=C(C1O)C)C(C)(CCC1=CC(=C(C(=C1)C)O)C)C 2,4-bis-(3,5-dimethyl-4-hydroxyphenyl)-2-methylbutane